1-(benzenesulfonylamino)heptane-4-sulfonyl fluoride C1(=CC=CC=C1)S(=O)(=O)NCCCC(CCC)S(=O)(=O)F